FC1=C(C=CC=C1)C1=C(N=C2C(=NC(N(C2=N1)C1=C(C=CC=C1)C(C)C)=O)N1[C@H](CN(CC1)C(C=C)=O)C)C 7-(2-fluorophenyl)-6-methyl-4-((2S)-2-methyl-4-(2-propenoyl)-1-piperazinyl)-1-(2-(2-propanyl)phenyl)-2(1H)-pteridinone